2,2,6,6-tetramethylpyridine N-oxide CC1([NH+](C(C=CC1)(C)C)[O-])C